di-(octadecyl) hydrogen phosphate P(=O)(OCCCCCCCCCCCCCCCCCC)(OCCCCCCCCCCCCCCCCCC)O